C(C)N(SC=1SC2=C(N1)C=CC=C2)CC N,N-diethyl-2-Benzothiazolylsulfenamide